6-amino-1-(4-fluorophenyl)-N,N-bis(4-methoxybenzyl)-1H-indazole-4-sulfonamide NC=1C=C(C=2C=NN(C2C1)C1=CC=C(C=C1)F)S(=O)(=O)N(CC1=CC=C(C=C1)OC)CC1=CC=C(C=C1)OC